C(C)(C)(C)N(C(O)=O)[C@H](C(CCl)=O)[C@@H](C)O[C@@H](C(F)(F)F)C.C(C)C1=CC=C(C=C1)CCC=CC1OC2=CC=CC=C2CC1 (4-(4-ethylphenyl)butenyl)chroman tert-Butyl-((3S,4R)-1-chloro-2-oxo-4-(((R)-1,1,1-trifluoropropan-2-yl)oxy)pentan-3-yl)carbamate